tert-butyl (R,Z)-4-(((tert-butylsulfinyl)imino)methyl)-4-(2-iodophenyl)piperidine-1-carboxylate C(C)(C)(C)[S@@](=O)\N=C/C1(CCN(CC1)C(=O)OC(C)(C)C)C1=C(C=CC=C1)I